tert-Butyl 3-cyclopropyl-5-methyl-4-(4,4,5,5-tetramethyl-1,3,2-dioxaborolan-2-yl)-1H-pyrazole-1-carboxylate C1(CC1)C1=NN(C(=C1B1OC(C(O1)(C)C)(C)C)C)C(=O)OC(C)(C)C